COC(C(=C)C#N)=O methyl-alpha-cyanoacrylate